NCCCC(=O)C1=CC2=C([Se]1)C=C(C(=C2)OC)OC 4-amino-1-(5,6-Dimethoxybenzo[b]selenophen-2-yl)butan-1-one